ethyl 6-methyl-5-oxa-1,10-diazatricyclo[7.3.0.03,7]dodeca-2,7,9,11-tetraene-12-carboxylate CC1OCC2=CN3C(=CN=C3C=C12)C(=O)OCC